BrC1=C2C=NN(C2=CC=C1)C(C)C 4-bromo-1-isopropyl-1H-indazole